N-(1-Adamantylmethyl)-6-[4-[3-[2-(3-hydroxyphenyl)ethynyl]-5-(trifluoromethyl)benzoyl]piperazin-1-yl]pyridazine-3-carboxamide C12(CC3CC(CC(C1)C3)C2)CNC(=O)C=2N=NC(=CC2)N2CCN(CC2)C(C2=CC(=CC(=C2)C(F)(F)F)C#CC2=CC(=CC=C2)O)=O